N-methylpyrrolidin-2-one CN1C(CCC1)=O